(2-Oxabicyclo[2.1.1]hexan-4-yl)methyl 4-methylbenzenesulfonate CC1=CC=C(C=C1)S(=O)(=O)OCC12COC(C1)C2